O=C1NC(CCC1C1=CC=C(C=C1)NC(C1=CC(=C(C=C1)CN1CCCCC1)F)=O)=O N-(4-(2,6-dioxopiperidin-3-yl)phenyl)-3-fluoro-4-(piperidin-1-ylmethyl)benzamide